bis(benzylidene)-aminopropane C(C1=CC=CC=C1)=C(C(N)=CC1=CC=CC=C1)C